(6R)-2-((2R)-1-((1-(2-Chloropyrimidin-5-yl)ethyl)amino)propan-2-yl)-5-(3,4-dichlorobenzoyl)-6-methyl-4,5,6,7-tetrahydro-2H-pyrazolo[4,3-c]pyridine-3-carboxylic acid ClC1=NC=C(C=N1)C(C)NC[C@@H](C)N1N=C2C(CN([C@@H](C2)C)C(C2=CC(=C(C=C2)Cl)Cl)=O)=C1C(=O)O